O1CCN(CC1)C=1C2=C(N=CN1)NC=C2C2=CC=C(C=C2)C(C)=O 1-(4-(4-morpholino-7H-pyrrolo[2,3-d]pyrimidin-5-yl)phenyl)ethan-1-one